CC=1N(C=C2C(=CC=CC12)C=1C2=C(N=CN1)NC=C2)C(C=C)=O 1-(1-methyl-4-(7H-pyrrolo[2,3-d]pyrimidin-4-yl)isoindol-2-yl)prop-2-en-1-one